Cl.Cl.CC1=NC2=C(N1)C=CC(=C2)N2C(=NC=1C=NC=CC12)C=1C(=NON1)N 4-[1-(2-methyl-1H-benzimidazol-5-yl)-1H-imidazo[4,5-c]pyridin-2-yl]-1,2,5-oxadiazol-3-amine dihydrochloride